[Ga].[Al].[Gd] Gadolinium aluminium gallium